C(N)(=N)NC(CC=1C(=C(C=CC1C)C1=CC(=CC=C1)OC)Cl)=O N-carbamimidoyl-2-(2-chloro-3'-methoxy-4-methyl-[1,1'-biphenyl]-3-yl)acetamide